(R)-2-amino-4-phenylbutyric acid methyl ester COC([C@@H](CCC1=CC=CC=C1)N)=O